OC(CNC)C=1C(=C2COC(C2=CC1)=O)C 5-(1-hydroxy-2-(methylamino)ethyl)-4-methyl-isobenzofuran-1(3H)-one